BrC1=CC=CN2C(=C(C=C12)C#CCNC1=C(C=C(C(=O)NC)C=C1)OC([2H])([2H])[2H])SC(F)(F)F 4-((3-(8-bromo-3-((trifluoromethyl)thio)indolizin-2-yl)prop-2-yn-1-yl)amino)-3-(methoxy-d3)-N-methylbenzamide